BrC1=CC=C(C=C1)N(C1=CC2=CC=CC=C2C=C1)C1=CC2=CC=CC=C2C=C1 N-(4-bromophenyl)-N-(naphthalen-2-yl)naphthalen-2-amine